C(C)(C)(C)C=1C=C(C=C(C1)C(C)(C)C)NC1=CC=CC=C1 3,5-di-tert-butylphenyl-aniline